(S)-6-acetamido-2-aminohexanoic acid C(C)(=O)NCCCC[C@@H](C(=O)O)N